2-(2-pyridyl)phenol N1=C(C=CC=C1)C1=C(C=CC=C1)O